azo thioether N1=NS1